3-((4-chloro-5-((2,2'-dimethyl-3'-(5-(morpholinomethyl)-1,2,4-oxadiazol-3-yl)-[1,1'-biphenyl]-3-yl)methoxy)-2-formylphenoxy)methyl)benzonitrile ClC1=CC(=C(OCC=2C=C(C#N)C=CC2)C=C1OCC=1C(=C(C=CC1)C1=C(C(=CC=C1)C1=NOC(=N1)CN1CCOCC1)C)C)C=O